N1=CN=C(C2=C1NC=C2)N2CCC(CC2)NS(=O)(=O)C2=C(C(=C(C(=C2F)F)SC)F)F N-(1-(7H-pyrrolo[2,3-d]pyrimidin-4-yl)piperidin-4-yl)-2,3,5,6-tetrafluoro-4-(methylthio)benzenesulfonamide